(4S,7S)-N-[(2R,3S)-2-ethoxy-5-oxooxolan-3-yl]-7-(isoquinoline-1-carbonylamino)-6,10-dioxo-2,3,4,7,8,9-hexahydro-1H-pyridazino[1,2-a]diazepine-4-carboxamide CCO[C@H]1[C@H](CC(=O)O1)NC(=O)[C@@H]2CCCN3N2C(=O)[C@H](CCC3=O)NC(=O)C4=NC=CC5=CC=CC=C54